5-bromo-6-(4,4-difluoropiperidin-1-yl)pyridin-2-amine BrC=1C=CC(=NC1N1CCC(CC1)(F)F)N